FC(C1=C(C=CC=C1)C1=CC(=CC(=C1)N)N)(F)F 2'-trifluoromethyl-3,5-diaminobiphenyl